2-tert-butyl-6-methyl-4-[3-(2,4,8,10-tetratert-butylbenzo[d][1,3,2]benzodioxaphosphepin-6-yl)Oxypropyl]phenol C(C)(C)(C)C1=C(C(=CC(=C1)CCCOP1OC2=C(C3=C(O1)C(=CC(=C3)C(C)(C)C)C(C)(C)C)C=C(C=C2C(C)(C)C)C(C)(C)C)C)O